FC(S(=O)(=O)C1=CC2=C([S@@](CO2)=O)C=C1)(F)F (S)-6-((trifluoromethyl)sulfonyl)-2H-benzo[d][1,3]oxathiole 3-oxide